C(C)(C)(C)OC([C@H](COC1=CC2=CN(N=C2C=C1)C1N(CC(C1)O[Si](C)(C)C(C)(C)C)C(=O)O)ON1C(C2=CC=CC=C2C1=O)=O)=O 5-((S)-3-(tert-butoxy)-2-((1,3-dioxoisoindolin-2-yl)oxy)3-oxopropoxy)-2H-indazol-2-yl-4-((tert-butyldimethylsilyl)oxy)pyrrolidine-1-carboxylic acid